N-(3-(tert-butoxy)-3-oxopropyl)-N-((((di-tert-butoxyphosphoryl)oxy)methoxy)carbonyl)glycine C(C)(C)(C)OC(CCN(CC(=O)O)C(=O)OCOP(=O)(OC(C)(C)C)OC(C)(C)C)=O